NC=1C2=C(N=CN1)N(C(=C2C2=CC=C(C=C2)OC2=NC=CC(=N2)C)C=2C(=CC(=NC2)Cl)CCCO)COCC[Si](C)(C)C 3-[5-(4-Amino-5-{4-[(4-methylpyrimidin-2-yl)oxy]phenyl}-7-{[2-(trimethylsilyl)ethoxy]methyl}-7H-pyrrolo[2,3-d]pyrimidin-6-yl)-2-chloropyridin-4-yl]propan-1-ol